CC1=C(C(=O)P(C2=CC=CC=C2)(OCC)=O)C(=CC(=C1)C)C 2,4,6-trimethylbenzoyl-ethoxy-phenyl-phosphine oxide